ethyl-3-(methylsulfonyl)propanamide C(C)C(C(=O)N)CS(=O)(=O)C